C(=O)=O.[Al] aluminum carbon dioxide